N1C=NC=C1CCN1C(=C2C(=CC1=O)NN(C2=O)C=2SC1=C(N2)C=CC=C1)C 5-(2-(1H-imidazol-5-yl)ethyl)-2-(benzo[d]thiazol-2-yl)-4-methyl-1,2-dihydro-3H-pyrazolo[4,3-c]pyridine-3,6(5H)-dione